N-[6-fluoro-4-(4,4,5,5-tetramethyl-1,3,2-dioxaborolan-2-yl)-5-[2-(triisopropylsilyl)ethynyl]naphthalen-2-yl]-1,1-diphenylmethanimine FC=1C(=C2C(=CC(=CC2=CC1)N=C(C1=CC=CC=C1)C1=CC=CC=C1)B1OC(C(O1)(C)C)(C)C)C#C[Si](C(C)C)(C(C)C)C(C)C